C1(CC1)N(CCC(C(=O)O)NC(C1=CC(=CC=C1)OCCOC)=O)CCCCC1=NC=2NCCCC2C=C1 4-[cyclopropyl-[4-(5,6,7,8-tetrahydro-1,8-naphthyridin-2-yl)butyl]amino]-2-[[3-(2-methoxyethoxy)benzoyl]amino]butanoic acid